C(C)(C)(C)OC(=O)N1CCC2(CC1)CC(C(C(C2)=O)C2=C(C=C(C=C2OC)C#CC)Cl)=O 9-(2-chloro-6-methoxy-4-prop-1-ynyl-phenyl)-8,10-dioxo-3-azaspiro[5.5]undecane-3-carboxylic acid tert-butyl ester